CO[Si](C)(C)C monomethoxytrimethyl-silane